6-(benzo[d][1,3]dioxol-5-yl)-N-neopentylquinazolin-4-amine O1COC2=C1C=CC(=C2)C=2C=C1C(=NC=NC1=CC2)NCC(C)(C)C